(3S,4R)-4-((5-fluoro-4-(4-isopropyl-3-((((S)-tetrahydrofuran-3-yl)amino)methyl)quinolin-6-yl)pyrimidin-2-yl)amino)tetrahydro-2H-pyran-3-ol FC=1C(=NC(=NC1)N[C@H]1[C@@H](COCC1)O)C=1C=C2C(=C(C=NC2=CC1)CN[C@@H]1COCC1)C(C)C